(4-(8-((2-cyclopropyl-5-ethoxy-4'-fluoro-[1,1'-biphenyl]-4-yl)methyl)-2-oxo-1-oxa-3,8-diazaspiro[4.5]decan-3-yl)phenyl)boronic acid C1(CC1)C1=C(C=C(C(=C1)CN1CCC2(CN(C(O2)=O)C2=CC=C(C=C2)B(O)O)CC1)OCC)C1=CC=C(C=C1)F